((7R)-7-amino-2-azabicyclo[2.2.1]heptan-2-yl)(2-(1-(cyclopropylmethyl)-7-(3-(hydroxymethyl)phenyl)-1H-indol-2-yl)-7-methoxy-1-methyl-1H-benzo[d]imidazol-5-yl)methanone N[C@H]1C2N(CC1CC2)C(=O)C2=CC1=C(N(C(=N1)C=1N(C3=C(C=CC=C3C1)C1=CC(=CC=C1)CO)CC1CC1)C)C(=C2)OC